α-methyl-serinol CC(N)(CO)CO